(2R)-4-[2-[[4-[[3-(2,3-difluoro-4-methoxyphenyl)imidazo[1,2-a]pyrazin-8-yl]amino]-2-ethylbenzoyl]amino]ethylcarbamoyl]piperazine-2-carboxylic acid FC1=C(C=CC(=C1F)OC)C1=CN=C2N1C=CN=C2NC2=CC(=C(C(=O)NCCNC(=O)N1C[C@@H](NCC1)C(=O)O)C=C2)CC